CC1(CC1)C1(NC(=NC(=N1)NC1=CC=NC=C1)C1=CC=CC=C1)N 2-(1-methylcyclopropyl)-6-phenyl-N4-(pyridin-4-yl)-1,3,5-triazine-2,4-diamine